CC=1C=CC(=C(C1)O)C1=C2C(=C(N=N1)NC1CNCCC1)C=NC=C2 5-methyl-2-(4-((piperidin-3-yl)amino)pyrido[3,4-d]pyridazin-1-yl)phenol